(E)-(4-(2-(5-cyclopropyl-3-(3,5-dichloropyridin-4-yl)isoxazol-4-yl)vinyl)-2-oxabicyclo[2.2.2]octan-1-yl)methanol C1(CC1)C1=C(C(=NO1)C1=C(C=NC=C1Cl)Cl)/C=C/C12COC(CC1)(CC2)CO